C1(=CC=C(C=C1)C1=C(C=CC=C1)C1=C(C(C(=O)O)=C(C(=C1C1=CC=CC=C1)C1=CC=CC=C1)C1=CC=CC=C1)C(=O)O)C1=C(C=CC=C1)C1=C(C(C(=O)O)=C(C(=C1C1=CC=CC=C1)C1=CC=CC=C1)C1=CC=CC=C1)C(=O)O p-phenylene-diphenylene-bis(triphenylphthalic acid)